Cl.FC=1C=CC=C2CC[C@@H](C12)N (S)-7-fluoro-2,3-dihydro-1H-inden-1-amine HCl